ClC1=NC=C(C(=N1)C=1C=C(C=2N(C1)C(=C(N2)C(=O)N(C)C)C)F)F 6-(2-Chloro-5-fluoropyrimidin-4-yl)-8-fluoro-N,N,3-trimethylimidazo[1,2-a]pyridine-2-carboxamide